Cyclohexanedihydrazide C1(CCCCC1)(C(=O)NN)C(=O)NN